NC1=NC=CC(=C1Cl)OC1=C(C=C(C=C1)C1=NN(C(=C1C(=O)N)C(F)(F)F)C1=CC=CC=C1)F (4-((2-amino-3-chloropyridin-4-yl)oxy)-3-fluorophenyl)-1-phenyl-5-(trifluoromethyl)-1H-pyrazole-4-carboxamide